FC=1C(=C(N)C=CC1)N1CCC(CC1)CN1CC2OC(C1)C2 3-fluoro-2-[4-(6-oxa-3-azabicyclo[3.1.1]hept-3-ylmethyl)piperidin-1-yl]aniline